L-5-aminoindole NC=1C=C2C=CNC2=CC1